4,4'-Methylene-bis(2-tert-amyl-o-cresol) C(C=1CC(C(=CC1)O)(C)C(C)(C)CC)C=1CC(C(=CC1)O)(C)C(C)(C)CC